triphenyl-(pyrimidin-2-yl-methyl)phosphonium chloride [Cl-].C1(=CC=CC=C1)[P+](CC1=NC=CC=N1)(C1=CC=CC=C1)C1=CC=CC=C1